COC1=CC=C(C=C1)N1N=C(C2=C1C(N(CC2)C2CCN(CC2)N2C(CCC2)=O)=O)C(F)(F)F 1-(4-Methoxyphenyl)-6-(1-(2-oxopyrrolidin-1-yl)piperidin-4-yl)-3-(trifluoromethyl)-5,6-Dihydro-1H-pyrazolo[3,4-c]pyridin-7(4H)-on